(2r,5r)-trans-furanol oxide O1[C@@]2(C(C=C1)O2)O